3-cyano-4-methoxyphenyl-sulfonium C(#N)C=1C=C(C=CC1OC)[SH2+]